dimethyl-3,4-pyridinedicarboxylic acid CC=1C(=C(C(=NC1)C)C(=O)O)C(=O)O